5-((3-Bromophenyl)amino)-3-(1H-indol-4-yl)pyridin-2(1H)-one BrC=1C=C(C=CC1)NC=1C=C(C(NC1)=O)C1=C2C=CNC2=CC=C1